trimethyl(prop-2-yn-1-yl)phosphonium C[P+](CC#C)(C)C